S1C2=C(C=C1)C(=CC=C2)N2CCN(CC2)CC=2C=C1C(N(C(C1=CC2)=O)N2C(NC(CC2)=O)=O)=O 5-((4-(Benzo[b]thiophen-4-yl)piperazin-1-yl)methyl)-2-(2,4-dioxotetrahydropyrimidine-1(2H)-yl)isoindoline-1,3-dione